FC=1C=C(C=CC1C1CCC(CC1)CCCCC)B(O)O 3-fluoro-4-(4-pentyl-(cyclohexyl))phenylboronic acid